2-(3,5-Dichloro-4-((2-(2-fluorobenzyl)-1-oxo-1,2,3,4-tetrahydroisoquinolin-6-yl)Oxy)phenyl)-1,2,4-triazine-3,5(2H,4H)-dione ClC=1C=C(C=C(C1OC=1C=C2CCN(C(C2=CC1)=O)CC1=C(C=CC=C1)F)Cl)N1N=CC(NC1=O)=O